N-((R)-3,3-difluoro-1-(oxetan-3-yl)piperidin-4-yl)-5-(1-((R)-1,1-difluoropropan-2-yl)-1H-benzo[d][1,2,3]triazol-6-yl)-6-fluoro-4-methoxypyrrolo[2,1-f][1,2,4]triazin-2-amine FC1(CN(CC[C@H]1NC1=NN2C(C(=N1)OC)=C(C(=C2)F)C=2C=CC1=C(N(N=N1)[C@@H](C(F)F)C)C2)C2COC2)F